C(N)(N)N methanetriamine